(R)-(5-fluoro-2-(2-methoxy-7-methylquinoxalin-5-yl)-7,8-dihydrobenzofuro[5,4-d]thiazol-7-yl)methyl (3-oxoisoindolin-5-yl)carbamate O=C1NCC2=CC=C(C=C12)NC(OC[C@@H]1OC2=C(C1)C1=C(N=C(S1)C1=C3N=CC(=NC3=CC(=C1)C)OC)C=C2F)=O